(5-phenoxy-2-hydroxyphenyl)boronic acid O(C1=CC=CC=C1)C=1C=CC(=C(C1)B(O)O)O